C12(OCC(C1)C2)CN2N=C(C(=C2C)[N+](=O)[O-])O 1-((2-oxabicyclo[2.1.1]hexan-1-yl)methyl)-5-methyl-4-nitro-1H-pyrazol-3-ol